2-((2r,6s)-2,6-dimethyl-4-morpholinyl)-2-methylpropionaldehyde C[C@@H]1CN(C[C@@H](O1)C)C(C=O)(C)C